[C@H]12COC[C@@H]2C1NC(C1=CC=CC=C1)=O N-((1R,5S,6r)-3-oxabicyclo[3.1.0]hexan-6-yl)benzamide